Cl.C(C1=CC=CC=C1)OC(=O)NS(=O)(=O)C1=C(NC=C1)C(=O)O (benzyloxycarbonylsulfamoyl)pyrrole-2-carboxylate hydrochloride